ClC=1C=C(CC2N(CCC(C2)C(=O)NC)C(=O)C2=NNC(=C2)C2=CC(=NC=C2F)OC)C=CC1 (3-chlorobenzyl)-1-(5-(5-fluoro-2-methoxypyridin-4-yl)-1H-pyrazole-3-carbonyl)-N-methylpiperidine-4-carboxamide